2-[5-fluoro-1-oxido-6-[1-(2,2,3,3,3-pentafluoropropyl)pyrazolo[3,4-c]pyridin-5-yl]pyridin-1-ium-3-yl]-2-methyl-propanenitrile FC=1C=C(C=[N+](C1C=1C=C2C(=CN1)N(N=C2)CC(C(F)(F)F)(F)F)[O-])C(C#N)(C)C